2-(4-((((6-(2,4-dioxotetrahydropyrimidin-1(2H)-yl)pyridazin-3-yl)methyl)(methyl)amino)methyl)phenyl)-5-fluorobenzofuran-7-carboxamide O=C1N(CCC(N1)=O)C1=CC=C(N=N1)CN(C)CC1=CC=C(C=C1)C=1OC2=C(C1)C=C(C=C2C(=O)N)F